[Na+].FC(C1(OCC(O1)C(=O)[O-])C(F)(F)F)(F)F 2,2-bis(trifluoromethyl)1,3-dioxolane-4-carboxylic acid sodium salt